BrC1=NN(C(=N1)C(=O)[O-])C 3-bromo-1-methyl-1H-1,2,4-triazole-5-carboxylate